N-(5-cyclopentyl-1H-pyrazol-3-yl)-2-[4-[(2-methylsulfonylethylamino)methyl]-2-azabicyclo[2.1.1]hex-2-yl]pyrimidin-4-amine C1(CCCC1)C1=CC(=NN1)NC1=NC(=NC=C1)N1C2CC(C1)(C2)CNCCS(=O)(=O)C